8-methyl-2-((piperidin-3-ylsulfanyl)methyl)quinazolin-4(3H)-one CC=1C=CC=C2C(NC(=NC12)CSC1CNCCC1)=O